OCC=1C(=NC(=NC1)SC)N[C@H]1[C@H]([C@@H](CC1)O)C |r| (±)-(1R,2R,3R)-3-((5-(hydroxymethyl)-2-(methylsulfanyl)pyrimidin-4-yl)amino)-2-methylcyclopentan-1-ol